octenoic acid anhydride C(C=CCCCCC)(=O)OC(C=CCCCCC)=O